[N+](=O)([O-])C=1C=CC(=NC1)N1CC2(CC1)C(NC(CC2)=O)=O 2-(5-Nitropyridin-2-yl)-2,7-diazaspiro[4.5]decane-6,8-dione